tert-butyl 3-[3-[3-[(4-methoxyphenyl)methyl]-2,4-dioxo-hexahydropyrimidin-1-yl] imidazo[1,2-a]pyridin-7-yl]-3,6-diazabicyclo[3.1.1]heptane-6-carboxylate COC1=CC=C(C=C1)CN1C(N(CCC1=O)C1=CN=C2N1C=CC(=C2)N2CC1N(C(C2)C1)C(=O)OC(C)(C)C)=O